1-((6-((2-aminoethyl)-amino)pyridin-3-yl)meth-yl)-3-(4-(2-(4-methoxy-phenyl)propan-2-yl)thiazol-2-yl)urea NCCNC1=CC=C(C=N1)CNC(=O)NC=1SC=C(N1)C(C)(C)C1=CC=C(C=C1)OC